6-chloro-5-(4-((3-ethyl-2,4-dioxo-1,2,3,4-tetrahydroquinazolin-7-yl)methyl)piperazin-1-yl)-N-methylpicolinamide ClC1=C(C=CC(=N1)C(=O)NC)N1CCN(CC1)CC1=CC=C2C(N(C(NC2=C1)=O)CC)=O